BrC1=C2C(=NC(=NC2=C(C=C1Cl)F)SC)N1[C@H]([C@@H]2CC[C@H](C1)N2C(=O)OC(C)(C)C)C(=C)C tert-butyl (1S,2S,5R)-3-(5-bromo-6-chloro-8-fluoro-2-(methylthio)quinazolin-4-yl)-2-(prop-1-en-2-yl)-3,8-diazabicyclo[3.2.1]octane-8-carboxylate